[Br].[Cl-].FC(CCC)([N+](CCCC)(CCCC)CC(=O)O)F difluorocarboxymethyl-tri-n-butyl-ammonium chloride bromine